[4,5-bis-(diisopropylphosphinomethyl)acridine] ruthenium (II) [Ru+2].C(C)(C)P(C(C)C)CC1=CC=CC2=CC3=CC=CC(=C3N=C12)CP(C(C)C)C(C)C